C(C1=CC=CC=C1)N racemic-benzylamine